aza-5λ2-benzo[d]benzo[4,5]imidazo[1,2-a]imidazole N1=CC=CC=2[N]C=3N(C21)C2=C(N3)C=CC=C2